3-hydroxy-6-methoxy-2-(6-(methyl(piperidin-4-yl)amino)pyridazin-3-yl)pyrido[3,4-d]pyrimidin-4(3H)-one ON1C(=NC2=C(C1=O)C=C(N=C2)OC)C=2N=NC(=CC2)N(C2CCNCC2)C